NC1=NC(=NC=C1)C=1C=NN(C1OCC[C@H](C)NC1=C(C=NC(=C1)Cl)C1=NC=C(C=C1F)CN1CC2(CC2(F)F)C1)C (S)-N-(4-((4-(4-aminopyrimidin-2-yl)-1-methyl-1H-pyrazol-5-yl)oxy)butan-2-yl)-6'-chloro-5-((1,1-difluoro-5-azaspiro[2.3]hexan-5-yl)methyl)-3-fluoro-[2,3'-bipyridin]-4'-amine